C(C)(C)(C)OC(=O)N[C@@H](CC1=CC=C(C=C1)NS(O)(=O)=O)C=1SC=C(N1)COC (S)-4-(2-(tert-Butoxycarbonylamino)-2-(4-(methoxymethyl)thiazol-2-yl)ethyl)-phenyl-sulfamic acid